ClC=1N(C(=C(C1C(=O)NC1=CC(=C(C=C1)F)C)C)C(C(=O)N[C@H](CO)CC)=O)C (S)-2-chloro-N-(4-fluoro-3-methylphenyl)-5-(2-((1-hydroxybutan-2-yl)amino)-2-oxoacetyl)-1,4-dimethyl-1H-pyrrole-3-carboxamide